N-(4-amino-2-tetrahydropyran-2-yl-pyrazolo[4,3-c]pyridin-7-yl)-N'-isobutyl-N'-(1-phenylethyl)oxamide NC1=NC=C(C=2C1=CN(N2)C2OCCCC2)NC(=O)C(=O)N(C(C)C2=CC=CC=C2)CC(C)C